S1C(NCC1)S thiazolidinethiol